NC(CC[C@@H](C=1OC(=NN1)[C@H]1NC[C@@H](C1)O)NC(=O)N[C@@H](CO)C(=O)O)=O (((S)-4-amino-1-(5-((2S,4R)-4-hydroxytetrahydropyrrol-2-yl)-1,3,4-oxadiazol-2-yl)-4-oxobutyl)carbamoyl)-L-serine